C1(=CC=CC=C1)NC1=CC=C(C=C1)NC(C=C)=O N-(4-(phenylamino)phenyl)acrylamide